FC1=CC=C(OC2=NC3=CC=C(C=C3C=C2)N)C=C1 (4-fluorophenoxy)quinolin-6-amine